methyl 2-(3-(4-benzylpiperazin-1-yl) bicyclo[1.1.1]pentan-1-yl)-2H-indazole-6-carboxylate C(C1=CC=CC=C1)N1CCN(CC1)C12CC(C1)(C2)N2N=C1C=C(C=CC1=C2)C(=O)OC